arachidonoyl alcohol C(CCC\C=C/C\C=C/C\C=C/C\C=C/CCCCC)(=O)O